5-(8-oxa-3-azabicyclo[3.2.1]octan-3-yl)-N-(3-(difluoromethyl)-1-((R,4R)-4-(hydroxymethyl)cyclohexyl)-1H-pyrazol-4-yl)pyrazolo[1,5-a]pyrimidine-3-carboxamide C12CN(CC(CC1)O2)C2=NC=1N(C=C2)N=CC1C(=O)NC=1C(=NN(C1)C1CCC(CC1)CO)C(F)F